N-[4-(2-{1-[(2E)-2-(aminomethyl)-3-fluoroprop-2-en-1-yl]-5-oxo-1,5-dihydro-4H-1,2,4-triazol-4-yl}pyridin-4-yl)phenyl]acetamide NC/C(/CN1N=CN(C1=O)C1=NC=CC(=C1)C1=CC=C(C=C1)NC(C)=O)=C\F